COC=1C=C2CC(C(C2=CC1)=O)(C(=O)O)C 5-methoxy-2-methyl-1-oxo-2,3-dihydro-1H-indene-2-carboxylic acid